7-chloro-6-fluoro-5-nitro-2,3-dihydrofuro[3,2-b]pyridine ClC1=C2C(=NC(=C1F)[N+](=O)[O-])CCO2